P(=O)(OC)(OC[C@H](COCCCCCCCCCCCCCCCC)OCC1=CC=CC=C1)OC1=C(C=CC=C1)Cl methyl ((S)-2-(benzyloxy)-3-(hexadecyloxy)propyl) (2-chlorophenyl) phosphate